C(C)(C)(C)OC(=O)N1CC2=C(CC1)N=C(S2)C=2C(=C(C=CC2)C2=C(C(=CC=C2)OCCCBr)C)C 2-(3'-(3-bromopropyloxy)-2,2'-dimethyl-[1,1'-biphenyl]-3-yl)-6,7-dihydrothiazolo[5,4-c]pyridine-5(4H)-carboxylic acid tert-butyl ester